C(CCCCCCC\C=C/CCCCCCCC)(=O)O.[Gd] gadolinium oleic acid